Dibenzoyl-E-tartaric acid C(C1=CC=CC=C1)(=O)C(C(C(=O)O)(O)C(C1=CC=CC=C1)=O)(O)C(=O)O